2-(2-methyl-1-propylpyrrolidin-2-yl)-1H-benzimidazole-4-carboxamide CC1(N(CCC1)CCC)C1=NC2=C(N1)C=CC=C2C(=O)N